3-((2S)-3-(8-(4'-((ethylamino)methyl)biphenyl-3-ylsulfonyl)-1-oxa-8-azaspiro[4.5]decan-3-ylamino)-2-hydroxypropoxy)-N-methylbenzenesulfonamide C(C)NCC1=CC=C(C=C1)C1=CC(=CC=C1)S(=O)(=O)N1CCC2(CC(CO2)NC[C@@H](COC=2C=C(C=CC2)S(=O)(=O)NC)O)CC1